2-[2-[[(E)-(3,3-dimethylindan-1-ylidene)amino]oxymethyl]-3-methyl-phenyl]-2-methoxyimino-acetate CC1(C/C(/C2=CC=CC=C12)=N\OCC1=C(C=CC=C1C)C(C(=O)[O-])=NOC)C